Cl.Cl.Cl.C(C#C)NC1CCNCC1 N-(prop-2-yn-1-yl)piperidin-4-amine tri-hydrochloride